(E)-3-chloro-6-cyclopropyl-4-((3,5-difluoropyridin-2-yl)methoxy)-2'-(3-(dimethylamino)acryloyl)-5'-methyl-2H-[1,4'-bipyridin]-2-one ClC=1C(N(C(=CC1OCC1=NC=C(C=C1F)F)C1CC1)C1=CC(=NC=C1C)C(\C=C\N(C)C)=O)=O